FC=1C=CC=C2CCN(C12)[C@@H]1CCC=2C(=NC(=NC2C1)OC[C@H]1N(CCC1)C)N1C[C@@H](N(CC1)C(C=C)=O)CC#N 2-[(2S)-4-[(7R)-7-(7-Fluoro-2,3-dihydro-1H-indol-1-yl)-2-{[(2S)-1-methylpyrrolidin-2-yl]methoxy}-5,6,7,8-tetrahydroquinazolin-4-yl]-1-(prop-2-enoyl)piperazin-2-yl]acetonitrile